C(C)[NH+](CCS(=O)(=O)NC(=O)OC)CC N,N-diethyl-N-[[(methoxycarbonyl)amino]sulfonyl]ethylammonium